1-(2-methyl-6-(1H-pyrazol-1-yl)pyridin-3-yl)piperazine 2,2,2-trifluoroacetate FC(C(=O)O)(F)F.CC1=NC(=CC=C1N1CCNCC1)N1N=CC=C1